CC1(C(C(=C[C@]2(CCN(C2)C(=O)C2=C(C=C(C(=C2)F)F)F)C1)C#N)=O)C (5R)-9,9-dimethyl-8-oxo-2-(2,4,5-trifluorobenzene-1-carbonyl)-2-azaspiro[4.5]dec-6-ene-7-carbonitrile